BrC=1CCC=CC1 (1S-cis)-3-bromo-3,5-cyclohexadiene